C(C)(C)(C)OC(=O)N[C@@H]1CC[C@H](CC1)OC(=O)C1=C(C2=C(OC(O2)C)C=C1)C (trans-4-((tert-butoxycarbonyl)amino)cyclohexyl)-2,4-dimethylbenzo[d][1,3]dioxole-5-carboxylate